N1N=NC2=C1C1=C(C=C2)C=CC=C1 benzobenzotriazole